butyl (S)-3-(2-((((9H-fluoren-9-yl)methoxy)carbonyl)amino)-3-(benzyloxy)-3-oxopropyl)benzoate C1=CC=CC=2C3=CC=CC=C3C(C12)COC(=O)N[C@@H](CC=1C=C(C(=O)OCCCC)C=CC1)C(=O)OCC1=CC=CC=C1